4-[3-(Benzyloxymethyl)cyclobutoxy]pyridine C(C1=CC=CC=C1)OCC1CC(C1)OC1=CC=NC=C1